2,4-divinylbiphenyl C(=C)C1=C(C=CC(=C1)C=C)C1=CC=CC=C1